ClC=1C=C(C=CC1)NC(N(C)C1COCC=2NC(C=3C=C(C(=CC3C21)F)F)=O)=O 3-(3-Chlorophenyl)-1-(8,9-difluoro-6-oxo-1,4,5,6-tetrahydro-2H-pyrano[3,4-c]isoquinolin-1-yl)-1-methylurea